5-((1R,4R)-2-oxa-5-azabicyclo[2.2.1]heptan-5-yl)-N-(3-(difluoromethyl)-1-((1r,4R)-4-(hydroxymethyl)cyclohexyl)-1H-pyrazol-4-yl)pyrazolo[1,5-a]pyrimidine-3-carboxamide [C@H]12OC[C@H](N(C1)C1=NC=3N(C=C1)N=CC3C(=O)NC=3C(=NN(C3)C3CCC(CC3)CO)C(F)F)C2